3-(5-(3-Cyano-6-(2-hydroxy-2-methylpropyloxy)pyrazolo[1,5-a]pyridin-4-yl)pyridin-2-yl)-3,6-diazabicyclo[3.1.1]heptane-6-carboxylic acid phenyl ester C1(=CC=CC=C1)OC(=O)N1C2CN(CC1C2)C2=NC=C(C=C2)C=2C=1N(C=C(C2)OCC(C)(C)O)N=CC1C#N